5-(difluoromethyl)-3-[4-[[(2-methoxybenzoyl)amino]methyl]phenyl]-1-dihydropyran-4-yl-pyrazole-4-carboxamide FC(C1=C(C(=NN1C1CCOC=C1)C1=CC=C(C=C1)CNC(C1=C(C=CC=C1)OC)=O)C(=O)N)F